(2-((2S,4S)-4-amino-2-(hydroxymethyl)pyrrolidin-1-yl)-4-isopropylphenyl)-2-(2-fluoro-6-methoxyphenyl)pyrimidine-4-carboxamide N[C@H]1C[C@H](N(C1)C1=C(C=CC(=C1)C(C)C)C=1C(=NC(=NC1)C1=C(C=CC=C1OC)F)C(=O)N)CO